C(CC)C1=C(C=CC=C1)C=CC ortho-propyl-phenyl-propene